C1(CCCCC1)C(=O)OC(C1=CC=CC=C1)=O benzoic acid cyclohexanoic anhydride